C(C1=CC=CC=C1)OC(=O)N[C@H](C(=O)NNC(OC(C)(C)C)=O)CC1CC1 tert-Butyl N-[[(2S)-2-(benzyloxycarbonylamino)-3-cyclopropyl-propanoyl]amino]carbamate